C(C)(=O)OC1C(NCCC2=C1NC=1C=CC(=CC21)OC)CCC 9-methoxy-4-propyl-1,2,3,4,5,6-hexahydroazepino[4,5-b]indol-5-yl acetate